BrC1=CC=C(C=C1)C1=NC(=CC2=C1C(=NN2)N)C2=C(C=CC=C2)Cl 4-(4-bromophenyl)-6-(2-chlorophenyl)-1H-pyrazolo[4,3-c]pyridin-3-amine